3,3-difluoro-N-(5-{1-[4-(trifluoromethyl)phenyl]-1H-pyrazol-4-yl}-1H-indol-3-yl)cyclobutane-1-carboxamide FC1(CC(C1)C(=O)NC1=CNC2=CC=C(C=C12)C=1C=NN(C1)C1=CC=C(C=C1)C(F)(F)F)F